FC1=C(C=C(C=C1)N1CC2(CC2)C1)N1N=C2N=CC(=CC2=C1)C(C)C N-{4-fluoro-3-[5-(propan-2-yl)-2H-pyrazolo[3,4-b]pyridin-2-yl]phenyl}-5-azaspiro[2.3]hexane